6-(4-(5-(1,3-Dioxolan-2-yl)pyridin-2-yl)indolin-1-yl)-8-((4-methoxybenzyl)(methyl)amino)imidazo[1,2-b]pyridazine-3-carboxylic acid O1C(OCC1)C=1C=CC(=NC1)C1=C2CCN(C2=CC=C1)C=1C=C(C=2N(N1)C(=CN2)C(=O)O)N(C)CC2=CC=C(C=C2)OC